[Ca+2].FC(C1(OCC(O1)C(=O)[O-])C(F)(F)F)(F)F.FC(F)(F)C1(OCC(O1)C(=O)[O-])C(F)(F)F 2,2-bis(trifluoromethyl)-1,3-dioxolane-4-carboxylic acid calcium salt